BrC1CCC(CC1)N 4-bromocyclohexylamine